N1=C(C=CC=C1)SSCCN(CCSSC1=NC=CC=C1)C(C(=O)O)CC=O (bis(2-(pyridin-2-yldithio)ethyl)amino)-4-oxobutanoic acid